FC1=C(C(=C(C=C1OC)OC)F)N1CC2=CN=C3NC(=CC3=C2N(C1=O)CC)CN1CCOCC1 11-(2,6-difluoro-3,5-dimethoxyphenyl)-13-ethyl-4-(morpholin-4-ylmethyl)-5,7,11,13-tetrazatricyclo[7.4.0.02,6]trideca-1,3,6,8-tetraen-12-one